COC=1C(=C2C=CNC2=C(C1)C)CN1[C@@H](C[C@H](CC1)NCC1(CC1)C(F)(F)F)C1=CC=C(C(=O)O)C=C1 4-((2S,4S)-1-((5-methoxy-7-methyl-1H-indol-4-yl)methyl)-4-(((1-(trifluoromethyl)cyclopropyl)methyl)amino)piperidin-2-yl)benzoic acid